1-(4-allyl-2-fluoro-6-(2-methyl-1H-benzimidazol-5-yl)phenyl)ethane-1-ol C(C=C)C1=CC(=C(C(=C1)C1=CC2=C(NC(=N2)C)C=C1)C(C)O)F